FC(C=1C=CC(=NC1)C=1N(CCCC1)C(=O)OC(C)(C)C)(F)F tert-butyl 5'-trifluoromethyl-5,6-dihydro-[2,2'-bipyridin]-1(4H)-carboxylate